1-(2-Acetamido-4-pyridinyl)-N-[(1R)-1-[3-nitro-5-(trifluoromethyl)phenyl]ethyl]-6-oxo-pyridine-3-carboxamide C(C)(=O)NC1=NC=CC(=C1)N1C=C(C=CC1=O)C(=O)N[C@H](C)C1=CC(=CC(=C1)C(F)(F)F)[N+](=O)[O-]